1-(3-chloro-4-(2,6-dioxopiperidin-3-yl)-2-methoxyphenyl)azetidin-3-yl (3-chloro-4-methylphenyl)carbamate ClC=1C=C(C=CC1C)NC(OC1CN(C1)C1=C(C(=C(C=C1)C1C(NC(CC1)=O)=O)Cl)OC)=O